CN1C(=NC2=C(C=C(C=C2C1=O)C)C(C)NC1=C(C(=O)OC(C)(C)C)C=CC=C1)N1CCCCC1 tert-butyl 2-[1-[3,6-dimethyl-4-oxo-2-(1-piperidyl)quinazolin-8-yl]ethylamino]benzoate